OC[C@H](C1=CC=CC=C1)NC1=NC(=NC=C1C1=NC(=NN1)C(F)(F)F)NC1=CC(=C(C(=O)NC)C=C1)C 4-[[4-[[(1S)-2-hydroxy-1-phenyl-ethyl]amino]-5-[3-(trifluoromethyl)-1H-1,2,4-triazol-5-yl]pyrimidin-2-yl]amino]-N,2-dimethyl-benzamide